C(C)(C)(C)OC(=O)N1[C@H](CCC1)S(=O)(=O)CN (S)-2-Aminomethylsulfonyl-pyrrolidine-1-carboxylic acid tert-butyl ester